(1r,3r)-3-(5,7-difluoro-2-(4-fluorophenyl)-1H-indol-3-yl)cyclobutyl (1,3-dihydroxy-2-(hydroxymethyl)propan-2-yl)carbamate OCC(CO)(CO)NC(OC1CC(C1)C1=C(NC2=C(C=C(C=C12)F)F)C1=CC=C(C=C1)F)=O